1-Cyano-N-(5-phenyl-1H-pyrazol-3-yl)piperidine-3-carboxamide C(#N)N1CC(CCC1)C(=O)NC1=NNC(=C1)C1=CC=CC=C1